6-methyl-2-(trifluoromethyl)-5,6-dihydrobenzo[h][1,6]naphthyridine-5,5-d2-7-amine CN1C(C=2C=CC(=NC2C=2C1=C(C=CC2)N)C(F)(F)F)([2H])[2H]